ClC=1N(C(=C(N1)C1=CC=C(C=C1)Cl)C1=CC=NC=C1)CC(=O)N1CCC2(CN(C2)C)CC1 2-[2-chloro-4-(4-chlorophenyl)-5-(pyridin-4-yl)-1H-imidazol-1-yl]-1-{2-methyl-2,7-diazaspiro[3.5]non-7-yl}ethan-1-one